Cl.BrC1=CC=C(C=C1)C=1C(NC2(N1)CCNCC2)=S 3-(4-bromophenyl)-1,4,8-triazaspiro[4.5]dec-3-ene-2-thione hydrochloride